(E)-4-(dimethylamino)-1-(10-((4-(2-fluorophenoxy)phenyl)amino)-2,3-dihydro-4H-[1,4]oxazino[2,3-f]quinazolin-4-yl)but-2-en-1-one CN(C/C=C/C(=O)N1CCOC2=C3C(=NC=NC3=CC=C21)NC2=CC=C(C=C2)OC2=C(C=CC=C2)F)C